benzyl 4-(3-((1R,5S)-3-(3-amino-6-(2-hydroxyphenyl)pyridazin-4-yl)-3,8-diazabicyclo[3.2.1]octan-8-yl)benzyl)piperazine-1-carboxylate NC=1N=NC(=CC1N1C[C@H]2CC[C@@H](C1)N2C=2C=C(CN1CCN(CC1)C(=O)OCC1=CC=CC=C1)C=CC2)C2=C(C=CC=C2)O